tert-butyl-7-methoxy-N-methyl-1-(thiophen-3-yl)-8-(1H-1,2,3-triazol-4-yl)-1,4-dihydrobenzopyrano[4,3-c]pyrazole-3-carboxamide C(C)(C)(C)C1OC2=C(C=C(C(=C2)OC)C=2N=NNC2)C=2N(N=C(C21)C(=O)NC)C2=CSC=C2